ClC=1C=C(C=C(C1)Cl)C1=NC(=CC(=C1)CN1CCC(CC1)CNC(=O)NC(C)=O)OC=1C=NC(=NC1)N1CCN(CC1)C N-(((1-((2-(3,5-dichlorophenyl)-6-((2-(4-methylpiperazin-1-yl)pyrimidin-5-yl)oxy)pyridin-4-yl)methyl)piperidin-4-yl)methyl)carbamoyl)acetamide